(±)-2-(4-bromophenyl)-3-cyclopropyl-propanenitrile BrC1=CC=C(C=C1)[C@H](C#N)CC1CC1 |r|